BrC=1C(=C(C(=CC1NCC1=C(C=CC=C1)CN1C(CC1)(C)C)F)S(=O)(=O)N(C(OC(C)(C)C)=O)C=1N=CSC1)F tert-butyl ((3-bromo-4-((2-((2,2-dimethylazetidin-1-yl)methyl)benzyl)amino)-2,6-difluorophenyl)sulfonyl)(thiazol-4-yl)carbamate